(S)-tert-butyl ((5-(2-chloro-3-(4,4,5,5-tetramethyl-1,3,2-dioxaborolan-2-yl)phenyl)-3-methoxypyrazin-2-yl)methyl)((5-oxopyrrolidin-2-yl)methyl)carbamate ClC1=C(C=CC=C1B1OC(C(O1)(C)C)(C)C)C=1N=C(C(=NC1)CN(C(OC(C)(C)C)=O)C[C@H]1NC(CC1)=O)OC